NC1=NC=CC(=N1)C=1C=C(C=CC1O)NC1=C(C=C(C=C1)NC(=O)C=1C(N(C(=CC1)C)C1=CC=C(C=C1)F)=O)F N-(4-((3-(2-aminopyrimidin-4-yl)-4-hydroxyphenyl)amino)-3-fluorophenyl)-1-(4-fluorophenyl)-6-methyl-2-oxo-1,2-dihydropyridine-3-carboxamide